7-cyclopropyl-N-{3-fluorobicyclo[1.1.1]pentan-1-yl}-1-methylpyrrolo[2,3-c]pyridine-2-carboxamide C1(CC1)C=1N=CC=C2C1N(C(=C2)C(=O)NC21CC(C2)(C1)F)C